(6-(4-(3H-imidazo[4,5-b]pyridin-7-yl)-1H-pyrazol-1-yl)pyridin-3-yl)-4,4,4-trifluoro-N,N-diisopropylbutan-1-amine N1=CNC2=NC=CC(=C21)C=2C=NN(C2)C2=CC=C(C=N2)C(CCC(F)(F)F)N(C(C)C)C(C)C